[Si](C)(C)(C(C)(C)C)O[C@]1(C=CO[C@@H]([C@]1(O)O[Si](C)(C)C(C)(C)C)C(O)O[Si](C)(C)C(C)(C)C)O 3,4,6-tri-tert-butyldimethylsilyloxy-D-glucal